4-[3-[2,6-Dichloro-4-(1-methylpiperidin-4-yl)oxybenzoyl]-2,4-dihydro-1,3-benzoxazin-8-yl]-5-fluoro-2-morpholin-4-ylbenzoic acid ClC1=C(C(=O)N2COC3=C(C2)C=CC=C3C3=CC(=C(C(=O)O)C=C3F)N3CCOCC3)C(=CC(=C1)OC1CCN(CC1)C)Cl